COC(=O)C1CC(C1)O (1r,3r)-3-hydroxycyclobutane-1-carboxylic acid methyl ester